NCCN1CCOCC1 4-(2-aminoethyl)morpholine